(R)-N-(3-(5-chloro-2-methoxyphenyl)-1-(2-cyclopropyl-2-hydroxyethyl)-1H-pyrazol-4-yl)pyrazolo[1,5-a]pyrimidine-3-carboxamide ClC=1C=CC(=C(C1)C1=NN(C=C1NC(=O)C=1C=NN2C1N=CC=C2)C[C@H](O)C2CC2)OC